2-methyl-6-(1-methyl-5-(((4-phenylpyrimidin-2-yl)amino)methyl)-1H-pyrazol-4-yl)pyridin-3-ol CC1=NC(=CC=C1O)C=1C=NN(C1CNC1=NC=CC(=N1)C1=CC=CC=C1)C